Dimethyl(6-((2-((5-(1-methyl-1H-pyrazol-4-yl)-4-morpholino-2,3-dihydrobenzofuran-7-yl)amino)-7H-pyrrolo[2,3-d]pyrimidin-4-yl)amino)quinoxalin-5-yl)phosphine oxide CP(C1=C2N=CC=NC2=CC=C1NC=1C2=C(N=C(N1)NC1=CC(=C(C=3CCOC31)N3CCOCC3)C=3C=NN(C3)C)NC=C2)(C)=O